[1-[5-[2-(cyclopropanecarbonylamino)imidazo[1,2-a]pyridin-5-yl]-2-methoxy-phenyl]pyrazol-3-yl]phosphonic acid C1(CC1)C(=O)NC=1N=C2N(C(=CC=C2)C=2C=CC(=C(C2)N2N=C(C=C2)P(O)(O)=O)OC)C1